C1(CC1)C1=NC(=CC(=C1)C1=C(C=C(C#N)C=C1)C1=NN=CN1C)N1C(C2=CC(=CC=C2C1)C(C)(C)NCC1CC1)=O 4-[2-Cyclopropyl-6-(6-{2-[(cyclopropylmethyl)amino]propan-2-yl}-1-oxo-3H-isoindol-2-yl)pyridin-4-yl]-3-(4-methyl-1,2,4-triazol-3-yl)benzonitrile